NC1=C2C(=NC=N1)N(N=C2C)C(C)C=2C(=C(C(=C(C2)Cl)C#N)C2CN(C2)C(C(=O)OC(C)(C)C)(C)C)OCC tert-Butyl 2-(3-{3-[1-(4-amino-3-methyl-1H-pyrazolo[3,4-d]pyrimidin-1-yl)ethyl]-5-chloro-6-cyano-2-ethoxyphenyl}azetidin-1-yl)-2-methylpropanoate